NC(C)C=1C=C(C=CC1)C1=CC(=CC(=C1)N1CC2(C1)COCC2)COC2=CC=CC=C2 2-((3'-(1-aminoethyl)-5-(6-oxa-2-azaspiro[3.4]octane-2-yl)-[1,1'-biphenyl]-3-yl)methoxy)benzene